(2S,4R)-{7-acetyl-1-oxa-2,7-diazaspiro[4.4]non-2-ene-3-carbonyl}-4-fluoro-N-[(S)-phenyl[4-(propan-2-yl)phenyl]methyl]pyrrolidine-2-carboxamide C(C)(=O)N1CC2(CC(=NO2)C(=O)N2[C@@H](C[C@H](C2)F)C(=O)N[C@H](C2=CC=C(C=C2)C(C)C)C2=CC=CC=C2)CC1